FC(C(=O)O)(F)F.CNC(=O)[C@@H]1NC[C@H](C1)N1N=CC=C1 (2R,4S)-N-methyl-4-pyrazol-1-ylpyrrolidine-2-carboxamide trifluoroacetate